ethanesulfinic acid sodium salt [Na+].C(C)S(=O)[O-]